3-(2-methoxyphenyl)-N-{[1,3]thiazolo[5,4-d]pyrimidin-2-yl}pyridine-4-carboxamide COC1=C(C=CC=C1)C=1C=NC=CC1C(=O)NC=1SC=2N=CN=CC2N1